FC1=C(C=CC(=C1)OCC1COC2=C(O1)C=C(C=C2)C2=CC(=CC=C2)OC)CCC(=O)O 3-(2-fluoro-4-((7-(3-methoxyphenyl)-2,3-dihydrobenzo[b][1,4]dioxin-2-yl)methoxy)phenyl)propanoic acid